(1S,3R)-N-(7-chloro-6-(4-((3R,4R)-4-hydroxy-3-methyltetrahydrofuran-3-yl)piperazin-1-yl)isoquinolin-3-yl)-5,5-dimethyl-6-oxaspiro[2.5]octane-1-carboxamide ClC1=C(C=C2C=C(N=CC2=C1)NC(=O)[C@H]1C[C@@]12CC(OCC2)(C)C)N2CCN(CC2)[C@@]2(COC[C@@H]2O)C